(S)-N-(benzo[b]thiophen-5-ylmethyl)-4-(6-(3-fluoro-4-methylphenyl)thieno[3,2-d]pyrimidin-4-yl)piperazine-2-carboxamide S1C2=C(C=C1)C=C(C=C2)CNC(=O)[C@H]2NCCN(C2)C=2C1=C(N=CN2)C=C(S1)C1=CC(=C(C=C1)C)F